3,3'''-bis(2-butyloctyl)-3'',4'-difluoro-2,2':5',2'':5'',2'''-quaterthiophene C(CCC)C(CC1=C(SC=C1)C=1SC(=C(C1)F)C=1SC(=CC1F)C=1SC=CC1CC(CCCCCC)CCCC)CCCCCC